6-chloro-2-(2-((1R,2R)-2-(hydroxymethyl)cyclopropyl)ethyl)nicotinic acid tert-butyl ester C(C)(C)(C)OC(C1=C(N=C(C=C1)Cl)CC[C@H]1[C@@H](C1)CO)=O